C(#N)\C(\C(=O)NC(OCC)=O)=N/NC1=CC(=C(C(=C1)Cl)OC=1C=C2C(=NC1)NN=C2C)Cl (E)-ethyl (2-cyano-2-(2-(3,5-dichloro-4-((3-methyl-1H-pyrazolo[3,4-b]pyridin-5-yl)oxy)phenyl)hydrazono)acetyl)carbamate